S1C(=CC=C1)[Ni]C=1SC=CC1 dithienyl-nickel